7-chloro-1-methyl-2-(2-nitroprop-1-en-1-yl)-1H-pyrrolo[2,3-c]pyridine ClC=1N=CC=C2C1N(C(=C2)C=C(C)[N+](=O)[O-])C